4-bromo-N-[(1E)-(dimethylamino)methylidene]-2-fluoro-6-methylbenzamide BrC1=CC(=C(C(=O)/N=C/N(C)C)C(=C1)C)F